ClC1=CC(=CN=N1)NC(OC(C)(C)C)=O tert-butyl (6-chloropyridazin-4-yl)carbamate